BrC1=NC(=CC=C1)COC 2-bromo-6-(methoxymethyl)pyridine